NC1=NC=C(C=C1C=1C=C2CCNC(C2=CC1)=O)C1=C(C=C(C=C1)N1[C@@H](COCC1)C)F (R)-6-(2-amino-5-(2-fluoro-4-(3-methylmorpholino)phenyl)pyridin-3-yl)-3,4-dihydroisoquinolin-1(2H)-one